OCC1=CC=C(C=C1)NC(=O)NC1=C(C=CC=2N1C=NC2)C2=CC=CC=C2 1-(4-(hydroxymethyl)phenyl)-3-(6-phenylimidazo[1,5-a]pyridin-5-yl)urea